3,5-dibromo-N-[(1S)-2-[(E)-dimethylaminomethyleneamino]-1-methyl-2-oxo-ethyl]benzamide BrC=1C=C(C(=O)N[C@H](C(=O)/N=C/N(C)C)C)C=C(C1)Br